3-(9-bromo-8-fluoro-5,6-dihydrobenzo[f]imidazo[1,2-d][1,4]oxazepin-2-yl)-4-(difluoromethyl)oxazolidine-2-thione BrC1=C(C2=C(C=3N(CCO2)C=C(N3)N3C(OCC3C(F)F)=S)C=C1)F